3-(7-amino-8-oxo-6,7,8,9-tetrahydro-5H-pyrido[2,3-b]azepin-3-yl)-N-methylacrylamide NC1CCC2=C(NC1=O)N=CC(=C2)C=CC(=O)NC